OC(C)C1N(CCC2=CC=CC=C12)C(=O)OC(C)(C)C tert-butyl 1-(1-hydroxyethyl)-3,4-dihydroisoquinoline-2(1H)-carboxylate